tert-butyl (Z)-4-(6-(2-fluoro-2-(6-(pyridazin-4-yl)pyrazin-2-yl)vinyl)-3-(2-fluorophenoxy)-2-(trifluoromethyl)phenyl)-1-oxa-4,9-diazaspiro[5.5]undecane-9-carboxylate F\C(=C/C1=CC=C(C(=C1N1CCOC2(C1)CCN(CC2)C(=O)OC(C)(C)C)C(F)(F)F)OC2=C(C=CC=C2)F)\C2=NC(=CN=C2)C2=CN=NC=C2